BrC=1C(=CC2=C(C(CO2)=O)C1)F 5-bromo-6-fluorobenzofuran-3(2H)-one